[C@H]12CN(C[C@H](CC1)N2)C2=NC(=NC1=C(C(=C(C=C21)F)C2=CNC1=CC=C(C=C21)Cl)F)OC[C@H]2N(CCC2)C 4-((1R,5S)-3,8-diazabicyclo[3.2.1]octan-3-yl)-7-(5-chloro-1H-indol-3-yl)-6,8-difluoro-2-(((S)-1-methylpyrrolidin-2-yl)methoxy)quinazoline